5-chloro-2-[2-[5-(difluoromethyl)-3-isoxazolyl]-3-fluorophenoxy]pyrimidine ClC=1C=NC(=NC1)OC1=C(C(=CC=C1)F)C1=NOC(=C1)C(F)F